ClC1=C(N=C(S1)C1=CC(=CC=C1)C(F)(F)F)C=1C(=NNN1)C#N 5-[5-chloro-2-(3-trifluoromethyl-phenyl)-thiazol-4-yl]-2H-[1,2,3]triazole-4-carbonitrile